3-[(2,4-dimethylpyrrol-5-yl)methylene]indolin-2-one CC=1NC(=C(C1)C)C=C1C(NC2=CC=CC=C12)=O